5-Chlorovaleric acid ClCCCCC(=O)O